FCC1(CC1)CNCC1=CC(=C2CN(C(C2=C1)=O)C1=CC(=CC=C1)C1(CC(C1)OC)C1=NN=CN1C)C(F)(F)F 6-((((1-(fluoromethyl)cyclopropyl)methyl)amino)meth-yl)-2-(3-((1r,3r)-3-methoxy-1-(4-methyl-4H-1,2,4-triazol-3-yl)cyclobutyl)phenyl)-4-(trifluoromethyl)isoindolin-1-one